ethyl 6-methoxy-2-(methylamino)-1-benzothiophene-3-carboxylate COC1=CC2=C(C(=C(S2)NC)C(=O)OCC)C=C1